C(CCCCCN)N 1,6-hexane-diamine